ClN1C(N(C(N(C1=O)Cl)=O)Cl)=O trichloro-1,3,5-triazine-2,4,6-trione